[NH4+].C(#N)C1=CC(=C(COC2=NN(C=C2)C2CCN(CC2)CC2=NC=3C(=NC(=CC3)C(=O)[O-])N2CC2=CN=CN2CC)C=C1)F 2-((4-(3-((4-cyano-2-fluorobenzyl)oxy)-1H-pyrazol-1-yl)piperidin-1-yl)methyl)-3-((1-ethyl-1H-imidazol-5-yl)methyl)-3H-imidazo[4,5-b]pyridine-5-carboxylic acid, ammonium salt